CN(C(C1=CC=C(C=C1)CN1C(C=CC=C1)=O)=O)CC(F)(F)F n-methyl-4-((2-oxopyridin-1(2H)-yl)methyl)-N-(2,2,2-trifluoroethyl)benzamide